[Cl-].OCCC[NH2+]CCOC(C(=C)C)=O hydroxypropyl-(methacryloxyethyl)ammonium chloride